(8S,11S,15R)-15-ethoxy-22-fluoro-13,18-dimethyl-5,7,10,13,17,19,26-heptazapentacyclo[15.6.1.12,6.18,11.020,24]hexacosa-1(23),2(26),3,5,18,20(24),21-heptaen-12-one C(C)O[C@H]1CN(C([C@H]2NC[C@@H](NC3=NC=CC(C4=CC(=CC=5N=C(N(C1)C45)C)F)=N3)C2)=O)C